C(C1=CC=CC=C1)OC(=O)NCCC1=CC(=C(C=C1F)C=1CCN(CC1)C(=O)OC(C)(C)C)F tert-Butyl 4-(4-(2-(((benzyloxy)carbonyl)amino)ethyl)-2,5-difluorophenyl)-3,6-dihydropyridine-1(2H)-carboxylate